molybdenum nickel Titanium [Ti].[Ni].[Mo]